BrC1=C(C(=CC(=C1)Cl)N)N 3-bromo-5-chlorobenzene-1,2-diamine